4-((8-chloroisoquinolin-5-yl)amino)piperidine-1-carboxylic acid tert-butyl ester C(C)(C)(C)OC(=O)N1CCC(CC1)NC1=C2C=CN=CC2=C(C=C1)Cl